N-(4-cyanophenyl)-4-(4,5-dichloro-6-oxopyridazin-1(6H)-yl)piperidine-1-sulfonamide C(#N)C1=CC=C(C=C1)NS(=O)(=O)N1CCC(CC1)N1N=CC(=C(C1=O)Cl)Cl